FC([C@H](CC1=NC(=NO1)C=1C=CC(=C(C1)NC(=O)C1=CN=C2N1C=CC(=C2)OCCCC(C)(C)O)C)O)F (S)-N-(5-(5-(3,3-difluoro-2-hydroxypropyl)-1,2,4-oxadiazol-3-yl)-2-methylphenyl)-7-((4-hydroxy-4-methylpentyl)oxy)imidazo[1,2-a]pyridine-3-carboxamide